2-[(3S,4S)-4-[(3S)-3-(5-cyano-3-pyridinyl)isoxazolidine-2-carbonyl]-3-fluoro-1-piperidinyl]pyrimidine-4-carboxamide C(#N)C=1C=C(C=NC1)[C@H]1N(OCC1)C(=O)[C@H]1[C@@H](CN(CC1)C1=NC=CC(=N1)C(=O)N)F